C1(=CC=C(C=C1)CC=1C(=O)NC(C1)=O)CC=1C(=O)NC(C1)=O para-xylylenebismaleimide